C(C)(C)(C)C1=CC=C(C=C1)C1=CC2=CC=CC=C2C=C1C(F)(F)F 2-(4-tert-butylphenyl)-3-(trifluoromethyl)naphthalene